IC1C(N(C=2N(CCC1)C=NC2)C)=O 3-iodo-1-methyl-3,4,5,6-tetrahydroimidazo[1,5-a][1,3]diazocine-2(1H)-one